NC=1C2=C(N=CN1)N(N=N2)[C@H]2[C@H]([C@@H]([C@H](O2)CO)O)F (2R,3R,4S,5R)-5-(7-amino-3H-[1,2,3]Triazolo[4,5-d]Pyrimidin-3-yl)-4-fluoro-2-(hydroxymethyl)tetrahydrofuran-3-ol